ClC1=C(C#N)C=CC(=C1)N1CC2(C[C@@H]1C)CCN(CC2)C2=CC=C(C=C2)C(=O)C2CCNCC2 (S)-2-chloro-4-(3-methyl-8-(4-(piperidine-4-carbonyl)phenyl)-2,8-diazaspiro[4.5]decan-2-yl)benzonitrile